C(C1=CC=CC=C1)(=O)O[C@H]1[C@H](O)O[C@@H]([C@H]1OC(C1=CC=CC=C1)=O)COC(C1=CC=CC=C1)=O 2,3,5-tri-O-benzoyl-β-D-ribofuranose